Isopropyl (2S)-2-[[(2S)-2-amino-4-[5-[bis(2-chloroethyl)amino]-1-methyl-benzimidazol-2-yl]butanoyl]amino]-4-methyl-pentanoate N[C@H](C(=O)N[C@H](C(=O)OC(C)C)CC(C)C)CCC1=NC2=C(N1C)C=CC(=C2)N(CCCl)CCCl